FC1=C(C(=O)O)C=C(C(=C1)C(F)(F)F)C1=NN(C=C1)C 2-fluoro-5-(1-methylpyrazol-3-yl)-4-(trifluoromethyl)benzoic acid